6-(1-(8-Cyclopropyl-8-azabicyclo[3.2.1]octan-3-yl)piperidin-4-yl)-2-(3-fluoro-4-(methylsulfonyl)phenyl)-1,4-dimethyl-1H-benzo[d]imidazol C1(CC1)N1C2CC(CC1CC2)N2CCC(CC2)C=2C=C(C1=C(N(C(=N1)C1=CC(=C(C=C1)S(=O)(=O)C)F)C)C2)C